Tetrabutylammonium p-toluenesulfonate salt CC1=CC=C(C=C1)S(=O)(=O)[O-].C(CCC)[N+](CCCC)(CCCC)CCCC